OP(O)(=O)OP(=O)(O)OP(=O)(O)O.N1=C(N)N=C(N)N=C1N.N1=C(N)N=C(N)N=C1N.N1=C(N)N=C(N)N=C1N.N1=C(N)N=C(N)N=C1N.N1=C(N)N=C(N)N=C1N pentamelamine triphosphate